6-((2,6-dimethyl-pyrimidin-4-yl)amino)-N-ethoxy-4-((2-(N-methyl-methanesulfonamido)-4-morpholinophenyl)amino)nicotinamide CC1=NC(=CC(=N1)NC1=NC=C(C(=O)NOCC)C(=C1)NC1=C(C=C(C=C1)N1CCOCC1)N(S(=O)(=O)C)C)C